COC1=C(C=C2C(=NC=NC2=C1)NC1=CC2=CC=CC=C2C=C1)OC1CC(C1)NC(C#C)=O N-((1r,3r)-3-((7-methoxy-4-(naphthalen-2-ylamino)quinazolin-6-yl)oxy)cyclobutyl)propiolamide